2-(4'-bromo-3'-methyl-[1,1'-biphenyl]-4-yl)-4,6-diphenyl-1,3,5-triazine BrC1=C(C=C(C=C1)C1=CC=C(C=C1)C1=NC(=NC(=N1)C1=CC=CC=C1)C1=CC=CC=C1)C